2-(4-tert-butyl-2,5-dimethyl-phenyl)-4-oxo-1H-1,6-naphthyridine-5-carboxamide C(C)(C)(C)C1=CC(=C(C=C1C)C=1NC=2C=CN=C(C2C(C1)=O)C(=O)N)C